6-(7-(2,3-dichloro-6-methoxyphenyl)imidazo[1,2-a]pyridine-2-carbonyl)-3,6-diazabicyclo[3.1.1]heptane-3-carboxylate ClC1=C(C(=CC=C1Cl)OC)C1=CC=2N(C=C1)C=C(N2)C(=O)N2C1CN(CC2C1)C(=O)[O-]